2,4-dinitrobenzenesulfonyl iodide [N+](=O)([O-])C1=C(C=CC(=C1)[N+](=O)[O-])S(=O)(=O)I